N1C(=NC2=C1C=CC=C2)C2=C(C(=C(C=C2CCCCC)O)C2C(CCC(=C2)C)C(=C)C)O 3-(1H-benzo[d]imidazol-2-yl)-5'-methyl-4-pentyl-2'-(prop-1-en-2-yl)-1',2',3',4'-tetrahydro-[1,1'-biphenyl]-2,6-diol